1-(2-((2-((3-chloro-2-fluorobenzyl)amino)-2-oxoethyl)(cyclopropyl)amino)-2-oxoethyl)-5-(3,3-dimethylbutanamido)-1H-indazole-3-carboxamide ClC=1C(=C(CNC(CN(C(CN2N=C(C3=CC(=CC=C23)NC(CC(C)(C)C)=O)C(=O)N)=O)C2CC2)=O)C=CC1)F